2-(4-(4-(2-(5-amino-8-(furan-2-yl)-2-oxothiazolo[5,4-e][1,2,4]triazolo[1,5-c]pyrimidin-3(2H)-yl)-ethyl)piperazin-1-yl)-3-fluorophenoxy)propionic acid NC1=NC2=C(C=3N1N=C(N3)C=3OC=CC3)SC(N2CCN2CCN(CC2)C2=C(C=C(OC(C(=O)O)C)C=C2)F)=O